(6S)-4-(4-chlorophenyl)-3,6,9-trimethyl-6H-thieno[3,2-f][1,2,4]triazolo[4,3-a][1,4]diazepine-2-carbaldehyde ClC1=CC=C(C=C1)C1=N[C@H](C=2N(C3=C1C(=C(S3)C=O)C)C(=NN2)C)C